N-(4-(1H-imidazol-1-yl)benzyl)-N-(3-methoxybenzyl)-4-(2-morpholinoethyl)thiazol-2-amine N1(C=NC=C1)C1=CC=C(CN(C=2SC=C(N2)CCN2CCOCC2)CC2=CC(=CC=C2)OC)C=C1